fluoro-N-(1-methyl-3-(pyridin-2-yl)-1H-pyrazol-4-yl)-[2,3'-bipyridine]-6-carboxamide FC=1C(=NC(=CC1)C(=O)NC=1C(=NN(C1)C)C1=NC=CC=C1)C=1C=NC=CC1